ClC=1C=C(OC=2C=CC(=C(C2)CO)N2C[C@H](CC2)OC2=NC=CC=C2Cl)C=CC1 (S)-(5-(3-chlorophenoxy)-2-(3-(3-chloropyridin-2-yloxy)pyrrolidin-1-yl)phenyl)methanol